C(C)(C)(C)OC(=O)N1[C@H](CNCC1)C 1-tert-butoxycarbonyl-(2S)-2-methylpiperazine